[(2S,3S,4E,6S,7S,10S)-7,10-dihydroxy-3,7-dimethyl-2-[(2E,4E)-6-methyl-7-pyridin-2-ylhepta-2,4-dien-2-yl]-12-oxo-1-oxacyclododec-4-en-6-yl] acetate C(C)(=O)O[C@H]1/C=C/[C@@H]([C@H](OC(C[C@H](CC[C@]1(C)O)O)=O)\C(\C)=C\C=C\C(CC1=NC=CC=C1)C)C